N-[1-(3-chlorophenyl)pyrazol-4-yl]benzamide ClC=1C=C(C=CC1)N1N=CC(=C1)NC(C1=CC=CC=C1)=O